CN(CCOC1=CC=C(C=N1)C1(C(C=CC=C1C)N)N)C 1-(6-(2-(dimethylamino)ethoxy)pyridin-3-yl)-6-methylbenzene-1,2-diamine